C(C=C)(=O)[O-] E-2-propenoate